potassium bis-ammonium [NH4+].[NH4+].[K+]